(R)-1-(5-(6-(3-Methoxytetrahydrofuran-3-yl)-4-methylpyridin-2-yl)-7-(1-methyl-1H-pyrazol-4-yl)pyrrolo[1,2-c]pyrimidin-3-yl)urea CO[C@@]1(COCC1)C1=CC(=CC(=N1)C=1C=C(N2C=NC(=CC21)NC(=O)N)C=2C=NN(C2)C)C